C(CCC)C1OC2(CCC1)CC(N(CC2)C(=O)N)(C)C butyl-8,8-dimethyl-1-oxa-9-azaspiro[5.5]undecane-9-carboxamide